FC1=C(C(=CC=C1)F)N1N=C(C=CC1=O)C(=O)NC1=C(C2=C(N(C(=N2)C)C)C=C1)N1CC2(CNC2)CCC1 1-(2,6-difluorophenyl)-N-(1,2-dimethyl-4-(2,6-diazaspiro[3.5]nonan-6-yl)-1H-benzo[d]imidazol-5-yl)-6-oxo-1,6-dihydropyridazine-3-carboxamide